((1R)-3-methyl-1-(3-(4-phenoxyphenyl)-4,5-dihydroisoxazole-5-carboxamido)butyl)boronic acid CC(C[C@H](NC(=O)C1CC(=NO1)C1=CC=C(C=C1)OC1=CC=CC=C1)B(O)O)C